(S)-N-(1-amino-4,4,4-trifluoro-2-methyl-1-oxobutan-2-yl)-9-bromo-1-(3,3-difluorocyclobutyl)-8-methoxy-5,6-dihydroimidazo[5,1-a]isoquinoline-3-carboxamide NC([C@@](CC(F)(F)F)(C)NC(=O)C1=NC(=C2N1CCC1=CC(=C(C=C21)Br)OC)C2CC(C2)(F)F)=O